[Mg].[Al].[P] phosphorus aluminum magnesium